8-Chloro-2-(1-((3S,4S)-3-fluoro-1-(oxetan-3-yl)piperidin-4-yl)-1H-pyrazol-4-yl)-7-((2-methyl-1H-benzo[d]imidazol-6-yl)oxy)quinoxaline ClC=1C(=CC=C2N=CC(=NC12)C=1C=NN(C1)[C@@H]1[C@H](CN(CC1)C1COC1)F)OC=1C=CC2=C(NC(=N2)C)C1